ClC=1C=C(OC2=C3C(C(C3=C(C=C2)I)O)(F)F)C=C(C1)F 2-(3-chloro-5-fluorophenoxy)-8,8-difluoro-5-iodobicyclo[4.2.0]octa-1,3,5-triene-7-ol